CC1(OCCC(C1)C(N1C[C@@H]2[C@H](C1)CC(C2)NC2=CC=C(N=N2)C=2C=C(C(=O)NC)C=CC2)([2H])[2H])C 3-(6-(((3aR,5s,6aS)-2-((2,2-dimethyltetrahydro-2H-pyran-4-yl)methyl-d2)octahydrocyclopenta[c]pyrrol-5-yl)amino)pyridazin-3-yl)-N-methylbenzamide